methoxyhexapropylene glycol COCC(COC(C)COC(C)COC(C)COC(C)COC(C)CO)O